BrC1=C(C=C2C(=N1)C(CN2)(C)C)CCCC 5-bromo-6-butyl-3,3-dimethyl-2,3-dihydro-1H-pyrrolo[3,2-b]Pyridine